BrC1=C(C(=C(C=C1)CN(C(CCl)=O)C1=CC(=CC(=C1)OC)OC)F)F N-[(4-bromo-2,3-difluoro-phenyl)methyl]-2-chloro-N-(3,5-dimethoxyphenyl)acetamide